4-chloro-2-fluoro-6-formyl-benzoic acid methyl ester COC(C1=C(C=C(C=C1C=O)Cl)F)=O